benzene lithium salt [Li].C1=CC=CC=C1